NC1=C2N=CN(C2=NC=N1)C1=NC2=CC=CC=C2C=N1 2-(6-amino-9H-purin-9-yl)quinazolin